Methyl-3-methoxyisobutyrat COC(C(COC)C)=O